ClC1=C(N=C(N=N1)N[C@H]1CN(CCC1)C)C 6-chloro-5-methyl-N-[(3R)-1-methyl-3-piperidinyl]-1,2,4-triazin-3-amine